6,6-Dimethyl-8-(4-morpholin-4-yl-piperidin-1-yl)-11-oxo-9-(tetrahydro-furan-3-yloxy)-6,11-dihydro-5H-benzo[b]carbazole-3-carbonitrile CC1(C2=C(C(C=3C4=CC=C(C=C4NC13)C#N)=O)C=C(C(=C2)N2CCC(CC2)N2CCOCC2)OC2COCC2)C